CC=1SC(=C(N1)C)N1N=NC(=C1)C(=O)NCC=1SC(=NN1)C1=CC=CC=C1 1-(2,4-dimethylthiazol-5-yl)-N-((5-phenyl-1,3,4-thiadiazol-2-yl)methyl)-1H-1,2,3-triazole-4-carboxamide